FC[C@](C)(O)C1=C2CCN([C@H](C2=CC=C1)C)C(=O)OC(C)(C)C (S,S)-tert-Butyl (1S)-5-[(1R)-2-fluoro-1-hydroxy-1-methyl-ethyl]-1-methyl-3,4-dihydro-1H-isoquinoline-2-carboxylate